(3aS,6aS)-hexahydropyrrolo[3,4-c]pyrrole-2(1H)-carboxylic acid tert-butyl ester C(C)(C)(C)OC(=O)N1C[C@@H]2CNC[C@H]2C1